(2S,6S)-4-[5-chloro-8-(2,6-difluorophenyl)-2,3,7,9,12-pentazatricyclo[8.4.0.02,6]tetradeca-1(10),3,5,7,11,13-hexaen-13-yl]-2,6-dimethyl-morpholine ClC=1C=NN2C=3C=C(N=CC3NC(=NC12)C1=C(C=CC=C1F)F)N1C[C@@H](O[C@H](C1)C)C